(2S,3R)-nonane-2,3-diol C[C@@H]([C@@H](CCCCCC)O)O